3,4,5,6-tetrahydrobenzo[b][1,4]diazocine-2(1H)-one N1C2=C(NCCCC1=O)C=CC=C2